4,4'-bis(2-methoxystyryl)-1,1'-biphenyl COC1=C(C=CC2=CC=C(C=C2)C2=CC=C(C=C2)C=CC2=C(C=CC=C2)OC)C=CC=C1